C(C)(C)(C)OC(=O)N1CCN(CC1)C=1C=CC(=NC1)C=1C(=NC(=CC1)OCC1=CC=CC=C1)OCC1=CC=CC=C1 4-[2',6'-bis(benzyloxy)-[2,3'-bipyridyl]-5-yl]piperazine-1-carboxylic acid tert-butyl ester